Cl.FC(C1=CC=C(C=N1)OC1CC2(CC1)CCNCC2)(F)F 2-((6-(trifluoromethyl)pyridin-3-yl)oxy)-8-azaspiro[4.5]decane hydrochloride